(3s,4r)-3-amino-4-hydroxy-pyrrolidin-2-one N[C@@H]1C(NC[C@H]1O)=O